N-(2-(((1S,2S)-5-((3-(2,3-dihydrobenzo[b][1,4]dioxin-6-yl)-2-methylbenzyl)oxy)-2-hydroxy-2,3-dihydro-1H-inden-1-yl)amino)ethyl)acetamide O1C2=C(OCC1)C=C(C=C2)C=2C(=C(COC=1C=C3C[C@@H]([C@H](C3=CC1)NCCNC(C)=O)O)C=CC2)C